CN1C=NC=2CN(C=3N=C(C=CC3C21)C(F)(F)F)C=2C(=NC=CC2)C 1-methyl-5-(2-methylpyridin-3-yl)-7-(trifluoromethyl)-1,5-dihydro-4H-imidazo[4,5-c][1,8]naphthyridine